1'-[1,4-phenylenedi(methylene)]bis(3,5-dicarboxypyridine) C1(=CC=C(C=C1)CC1=NC=C(C=C1C(=O)O)C(=O)O)CC1=NC=C(C=C1C(=O)O)C(=O)O